[Ni].[Cu]=S.[Ni] nickel copper sulfide nickel